O=C1NC(CCC1N1C(C2=CC=C(C=C2C1=O)N1CCC(CC1)CC1CCN(CC1)C(=O)C1CCNCC1)=O)=O 2-(2,6-dioxo-3-piperidinyl)-5-[4-[[1-(piperidine-4-carbonyl)-4-piperidinyl]methyl]-1-piperidinyl]isoindoline-1,3-dione